2-(3,5-DIMETHYL-1H-PYRAZOL-4-YL)-4-METHYL-6-(4-(1-PHENYLETHYL)PIPERAZIN-1-YL)PYRIMIDINE CC1=NNC(=C1C1=NC(=CC(=N1)C)N1CCN(CC1)C(C)C1=CC=CC=C1)C